CN1C(C=CC=2C1=NC(=CN2)OCCNC[C@@H]2CN(C(O2)=O)C=2C=CC=1OCC(NC1N2)=O)=O (R)-6-(5-(((2-((5-methyl-6-oxo-5,6-dihydropyrido[2,3-b]pyrazin-3-yl)oxy)ethyl)amino)methyl)-2-oxooxazolidin-3-yl)-2H-pyrido[3,2-b][1,4]oxazin-3(4H)-one